(S,E)-5-cyclopropyl-3-((3-(2-(2-(4-(dimethylamino)-N-methylbut-2-enamido)propanamido)ethyl)-5-fluorophenyl)amino)-6-methylpyrazine-2-carboxamide C1(CC1)C=1N=C(C(=NC1C)C(=O)N)NC1=CC(=CC(=C1)F)CCNC([C@H](C)N(C(\C=C\CN(C)C)=O)C)=O